(1R,3aS,10aR)-5-fluoro-1-{(1E,3ξ)-3-[1-(2-fluorophenyl)cyclobutyl]-3-hydroxy-1-propen-1-yl}-2,3,3a,9,10,10a-hexahydro-1H-benzo[b]cyclopenta[f]oxepin-6-carboxylic acid FC1=C(C=CC2=C1O[C@@H]1[C@H](CC2)[C@H](CC1)\C=C\C(O)C1(CCC1)C1=C(C=CC=C1)F)C(=O)O